OCC(C)(C)C1N2C(C=3N(N=C4C(=CC=CC34)OC)C1)=CC(C(=C2)C(=O)O)=O 6-(1-hydroxy-2-methylpropan-2-yl)-10-methoxy-2-oxo-6,7-dihydro-2H-pyrido[2',1':3,4]pyrazino[1,2-b]indazole-3-carboxylic acid